2,2-dimethyl-1,3-diethoxy-propane CC(COCC)(COCC)C